C1(CC1)C(=O)N1[C@H]([C@H](C(C1)(F)F)NS(=O)(=O)CC)CC=1C(=C(C=CC1)C1=CC(=CC(=C1)F)F)F N-{(2S,3R)-1-(cyclopropanecarbonyl)-4,4-difluoro-2-[(2,3',5'-trifluoro[1,1'-biphenyl]-3-yl)methyl]pyrrolidin-3-yl}ethanesulfonamide